NC1=C(N(N=C1C)COCC[Si](C)(C)C)C=1C(=NC=C(C1)C(F)(F)F)N 3-[4-amino-5-methyl-2-(2-trimethylsilylethoxymethyl)pyrazol-3-yl]-5-(trifluoromethyl)pyridin-2-amine